β-(3,4-epoxycyclohexyl)ethyl-methyl-dimethoxysilane C1(CC2C(CC1)O2)CC[Si](OC)(OC)C